7-fluoro-N-[1-(methylsulfonyl)-2-methylpropan-2-yl]-2-(pyridin-3-yl)-2H-indazole-4-carboxamide FC1=CC=C(C2=CN(N=C12)C=1C=NC=CC1)C(=O)NC(CS(=O)(=O)C)(C)C